15-chloro-21,23-difluoro-16-hydroxy-8,11-dioxa-18lambda6-thia-6,19-diazatetracyclo[18.3.1.113,17.02,7]pentacosa-1(24),2,4,6,13,15,17(25),20,22-nonaene-12,18,18-trione ClC=1C=C2C(OCCOC3=NC=CC=C3C=3C(=CC(=C(NS(C(C1O)=C2)(=O)=O)C3)F)F)=O